C1(=CC=C(C=C1)C1=CN(C2=CC=CC=C12)C(C)C)C 3-(p-tolyl)-1-isopropyl-1H-indole